methyl-2-oxo-1,2-dihydropyridine-3,5-dicarboxylic acid amide CN1C(C(=CC(=C1)C(=O)O)C(=O)N)=O